CC1=C(OC=2CCC3=CN(N=C3C21)CC2=NC=CC=C2)C(=O)NC[C@@H]2CN(CCO2)C |r| 8-Methyl-N-{[(2R/S)-4-methylmorpholin-2-yl]methyl}-2-(pyridin-2-ylmethyl)-4,5-dihydro-2H-furo[2,3-g]indazole-7-carboxamide